C(C=C)(=O)N1C[C@@H](C[C@@H]1CC)N1C(=CC2=C1N(CN=C2N)[C@H](C)C2=CC=CC=C2)C#CC 7-((3R,5S)-1-propenoyl-5-ethylpyrrolidin-3-yl)-4-amino-N-((R)-1-phenylethyl)-6-(prop-1-yn-1-yl)-7H-pyrrolo[2,3-d]Pyrimidine